CC(CC(C(=O)NC(CC(=O)OC)C=1C=NC(=C(C1)N1[C@H](COCC1)C)C)N1C(C=C(C=C1)C)=O)C methyl 3-(4-methyl-2-(4-methyl-2-oxopyridin-1(2H)-yl)pentanamido)-3-(6-methyl-5-((S)-3-methylmorpholino)pyridin-3-yl)propanoate